6-(benzo[d][1,3]dioxol-5-yloxy)-2-ethyl-3,7-dimethylquinolin-4-ol O1COC2=C1C=CC(=C2)OC=2C=C1C(=C(C(=NC1=CC2C)CC)C)O